benzyl ((1S)-1-(3-(2-(but-3-en-1-ylcarbamoyl)-5-oxopiperazin-1-yl)phenyl)but-3-en-1-yl)carbamate C(CC=C)NC(=O)C1N(CC(NC1)=O)C=1C=C(C=CC1)[C@H](CC=C)NC(OCC1=CC=CC=C1)=O